3-fluorophenylacrylate FC=1C=C(C=CC1)OC(C=C)=O